BrC1=CN(C=2N=C(N=CC21)Cl)C 5-bromo-2-chloro-7-methylpyrrolo[2,3-d]pyrimidine